The molecule is a sulfur-containing amino acid consisting of 2-aminooctanoic acid having a methylthio substituent at the 8-position. It is a sulfur-containing amino acid, a non-proteinogenic alpha-amino acid and a methyl sulfide. It is a tautomer of a tetrahomomethionine zwitterion. CSCCCCCCC(C(=O)O)N